C(C)C1CC(CC(C1N)CC)C(C)(C)C1CC(C(C(C1)CC)N)CC 2,2-bis(3,5-diethyl-4-aminocyclohexyl)propane